ClC=1C=C(C=C(C1)NC(C=C)=O)C=1C=C2C(=CN1)NN=C2C(=O)NC2CCN(CC2)C 5-[3-chloro-5-(prop-2-enamido)phenyl]-N-(1-methylpiperidin-4-yl)-1H-pyrazolo[3,4-c]pyridine-3-carboxamide